NC[C@@H](CO[C@H]1C(N(CC1)C1CCN(CC1)C1=NC=C(C=N1)C(F)(F)F)=O)NC1=C(C(N(N=C1)CC1=CC=C(C=C1)OC)=O)C(F)(F)F 5-(((2S)-1-amino-3-(((R)-2-oxo-1-(1-(5-(trifluoromethyl)pyrimidin-2-yl)piperidin-4-yl)pyrrolidin-3-yl)oxy)propan-2-yl)amino)-2-(4-methoxybenzyl)-4-(trifluoromethyl)pyridazin-3(2H)-one